4-((4-(3-Hydroxypropoxy)pyridin-3-yl)amino)-N-(4-(4-methylpiperazin-1-yl)phenyl)-2-oxo-1,2-dihydropyridine-3-carboxamide OCCCOC1=C(C=NC=C1)NC1=C(C(NC=C1)=O)C(=O)NC1=CC=C(C=C1)N1CCN(CC1)C